PYRIDOPYRAZINEDIONE N=1C(C(N=C2C1C=CC=N2)=O)=O